[C@H]12CN(C[C@H](CC1)N2)C2=NC(=NC1=C(C(=CC=C21)C2=CC(=CC1=CC=CC=C21)O)F)N2CC(C(C2)CO)O 1-(4-((1R,5S)-3,8-diazabicyclo[3.2.1]octan-3-yl)-8-fluoro-7-(3-hydroxynaphthalen-1-yl)quinazolin-2-yl)-4-(hydroxymethyl)pyrrolidin-3-ol